methyl (4-(7-(3,4-dimethoxyphenyl)pyrazolo[1,5-a]pyrimidine-2-carboxamido)benzoyl)-L-prolinate COC=1C=C(C=CC1OC)C1=CC=NC=2N1N=C(C2)C(=O)NC2=CC=C(C(=O)N1[C@@H](CCC1)C(=O)OC)C=C2